2-fluoro-4-methyl-pyridin FC1=NC=CC(=C1)C